CN1C(=CN=C1N=NN)C(=O)N 3-methyl-(triazen-1-yl)imidazole-4-carboxamide